BrC=1C(=NC(=NC1)NC1=CC=C(C=C1)S(=O)(=O)NCCOC1CCN(CC1)C1=CC=C(N=N1)C(=O)NC1CCC(CC1)OC1=CC(=C(C=C1)C#N)Cl)NC1=C(C(=CC=C1)F)C(N)=O 6-[4-[2-[[4-[[5-bromo-4-(2-carbamoyl-3-fluoro-anilino)pyrimidin-2-yl]amino]phenyl]sulfonylamino]ethoxy]-1-piperidyl]-N-[4-(3-chloro-4-cyano-phenoxy)cyclohexyl]pyridazine-3-carboxamide